C(C1=CC=CC=C1)OC[C@H]([C@@H](O)C1=C(C=CC=C1)Cl)O (1S,2R)-3-(benzyloxy)-1-(2-chlorophenyl)propane-1,2-diol